ClC1=CC(=C(N=N1)SCCO)NCC1=C(C=C(C=C1)OC)OC 2-[(6-chloro-4-{[(2,4-dimethoxyphenyl)methyl]amino}pyridazin-3-yl)sulfanyl]ethan-1-ol